4-(3-carboxybutan-2-yl)nicotinic acid C(=O)(O)C(C(C)C1=CC=NC=C1C(=O)O)C